5-(aminomethyl)-2,3-diphenyl-6-(quinolin-6-yl)pyrazolo[1,5-a]pyrimidin-7(4H)-one NCC=1NC=2N(C(C1C=1C=C3C=CC=NC3=CC1)=O)N=C(C2C2=CC=CC=C2)C2=CC=CC=C2